ClC=1C=C(C=C(C1)Cl)C1(CC(=NO1)C1=CC(=C(C(=O)NCC(NCC(F)(F)F)=O)C=C1)C)C(F)(F)F 4-[5-(3,5-dichlorophenyl)-4,5-dihydro-5-(trifluoromethyl)-3-isoxazolyl]-2-methyl-N-[2-oxo-2-[(2,2,2-trifluoroethyl)amino]ethyl]benzamide